C1(=CC=C(C=C1)C(C#N)=CC1=C(C=CC=C1)C1=CC=NC=C1)C(C#N)=CC1=C(C=CC=C1)C1=CC=NC=C1 (1,4-phenylene)bis(3-(4-pyridylphenyl)acrylonitrile)